The molecule is an abietane diterpenoid with formula C20H26O2, originally isolated from Tripterygium wilfordii. It has a role as a plant metabolite. It is an abietane diterpenoid, a carbotricyclic compound, an alpha,beta-unsaturated monocarboxylic acid and a tricyclic diterpenoid. CC1=C(CC[C@]2([C@H]1CCC3=C2C=CC(=C3)C(C)C)C)C(=O)O